prop-2-yn-1-yl (2-(2-((6-chlorohexyl)oxy)ethoxy)ethyl)carbamate ClCCCCCCOCCOCCNC(OCC#C)=O